NC1=NN2C(C=CC(=C2)C=2C=CC(=C(C2)NC(=O)N2OCC[C@H]2C2=CC=CC=C2)OC)=N1 (S)-N-(5-(2-amino-[1,2,4]triazolo[1,5-a]pyridin-6-yl)-2-methoxyphenyl)-3-phenylisooxazolidine-2-carboxamide